ethyl (trans)-2-(2-((tert-butyldiphenylsilyl)oxy)ethoxy)cyclopropane-1-carboxylate [Si](C1=CC=CC=C1)(C1=CC=CC=C1)(C(C)(C)C)OCCO[C@H]1[C@@H](C1)C(=O)OCC